C(#N)C1=CN=C(N1COCC[Si](C)(C)C)C(=O)NC=1C(=NC(=CC1)C1=CC2(C=CC(C1)(O2)CF)C)C2=CCC(CC2)(C)C 5-cyano-N-[2-(4,4-dimethylcyclohexen-1-yl)-6-[5-(fluoromethyl)-1-methyl-8-oxabicyclo[3.2.1]octa-2,6-dien-3-yl]-3-pyridyl]-1-(2-trimethylsilylethoxymethyl)imidazole-2-carboxamide